OC1(CNC1)CNC(C1=CC=CC=C1)=O N-((3-hydroxyazetidin-3-yl)methyl)benzamide